1-(tert-butyl) 3-methyl-4-oxopiperidine-1,3-dicarboxylate CC1(CN(CCC1=O)C(=O)OC(C)(C)C)C(=O)[O-]